5-methoxyisoindoline-2-carboxamide COC=1C=C2CN(CC2=CC1)C(=O)N